S(=O)(=O)(ON1[C@@H]2CC[C@H](N(C1=O)C2)C(NS(N(C)CC(C)C)(=O)=O)=N)O (2S,5R)-2-(N-(N-isobutyl-N-methylsulfamoyl) carbamimidoyl)-7-oxo-1,6-diazabicyclo[3.2.1]octan-6-yl hydrogen sulfate